ClC1=C(C=C2C(=C(NC2=C1)C1=NN=C(N1)C(F)(F)F)N1C=NC=C1)OC1CC1 6-chloro-5-cyclopropoxy-3-(1H-imidazol-1-yl)-2-(5-(trifluoromethyl)-4H-1,2,4-triazol-3-yl)-1H-indole